CC=1C=C(C=C(C1)C)C1=C2CCCC2=CC=2C=C(CC12)C 4-(3,5-dimethylphenyl)-6-methyl-1,2,3,5-tetrahydro-s-indacene